OCCCCOC(C=C)=O.CC(=CC(=O)N)C dimethylacrylamide 4-Hydroxybutylacrylate